C(C)OCC1C(C2=C3C4=C(N(CN4C1)C)C=NC3=CC(=C2C=2C=NC(=CC2)OCCCN2CCCCC2)F)=O 9-(ethoxymethyl)-6-fluoro-2-methyl-7-(6-(3-(piperidin-1-yl)propoxy)pyridin-3-yl)-9,10-dihydro-8-oxo-2,4,10a-triazanaphtho[2,1,8-cde]Azulene